N-((S)-3-Cyclopropyl-1-(((S)-4-((cyclopropylmethyl)amino)-3,4-dioxo-1-(2-oxoimidazolidin-1-yl)butan-2-yl)amino)-1-oxopropan-2-yl)-4-methoxy-1H-indole-2-carboxamide C1(CC1)C[C@@H](C(=O)N[C@@H](CN1C(NCC1)=O)C(C(=O)NCC1CC1)=O)NC(=O)C=1NC2=CC=CC(=C2C1)OC